O1C(=NC2=C1C=CC=C2)N(C2=C(C=CC=C2)O)C=2OC1=C(N2)C=CC=C1 2-[Bis(1,3-benzoxazol-2-yl)amino]phenol